ClC=1C(=CC(=C(C(=O)NC=2C=NC=[N+](C2)[O-])C1)OC1=CC=C(C=C1)OC(F)(F)F)C(F)(F)F 5-(5-chloro-2-(4-(trifluoromethoxy)phenoxy)-4-(trifluoromethyl)benzamido)pyrimidine-1-oxide